C1(CC1)CN1C(=CC=2C=CC3=C(C12)NCCS3=O)C3=NC1=C(N3C)C(=CC(=C1)C=O)F (2-(9-(cyclopropylmethyl)-4-oxido-1,2,3,9-tetrahydro-[1,4]thiazino[2,3-g]indol-8-yl)-7-fluoro-1-methyl-1H-benzo[d]imidazol-5-yl)methanone